C(C)(C)(C)OC(=S)N1[C@H](C2(C1)CC(C2)OC)C (1S,4s,6R)-6-methoxy-1-methyl-2-azaspiro[3.3]heptane-2-thiocarboxylic acid O-tert-butyl ester